[Na].C(C)(=O)NCCC1=CC(O)=C(O)C=C1 acetyl-dopamine sodium salt